2,2',2'',2'''-((((2-(2-oxoimidazolidin-1-yl)ethyl)azanediyl)bis(ethane-2,1-diyl))bis(azanetriyl))tetraacetonitrile O=C1N(CCN1)CCN(CCN(CC#N)CC#N)CCN(CC#N)CC#N